p-coumaroyl-tyramine C(\C=C\C1=CC=C(C=C1)O)(=O)NCCC1=CC=C(C=C1)O